3-bromo-2-methoxy-6-methyl-pyridin-4-amine BrC=1C(=NC(=CC1N)C)OC